CN1[C@@](CC2=CC=CC=C12)(C=1SC=CC1)CO (R)-(1-methyl-2-(thiophen-2-yl)indolin-2-yl)methyl alcohol